S1C(=CC=C1)C=1C=2CC[C@H]3N(C2N=CC1)CCNC3 (R)-4-(thien-2-yl)-6,6a,7,8,9,10-hexahydro-5H-pyrazino[1,2-a][1,8]naphthyridine